pentakisdimethylaminotantalum CN(C)[Ta](N(C)C)(N(C)C)(N(C)C)N(C)C